N-(4-(2-chlorophenyl)thiazol-2-yl)-5-(4-(2-hydroxyethyl)piperidin-1-yl)picolinamide ClC1=C(C=CC=C1)C=1N=C(SC1)NC(C1=NC=C(C=C1)N1CCC(CC1)CCO)=O